C(=O)(OC(C)(C)C)N[C@@H](CC1=CC=CC=C1)C(=O)O BOCphenylalanine